3,5-dibromo-2-(2',4'-dibromophenoxy)-phenol BrC=1C(=C(C=C(C1)Br)O)OC1=C(C=C(C=C1)Br)Br